C(C)(=O)C12CC(C1)(C2)NC(OC(C)(C)C)=O tert-butyl (3-acetylbicyclo[1.1.1]pentan-1-yl)carbamate